1-methyl-4-(1H-pyrazol-4-yl)piperazine Hydrochloride salt Cl.CN1CCN(CC1)C=1C=NNC1